(R)-N-(1-(3-(1-ethyl-1H-pyrazol-3-yl)-5-(1-methyl-1H-pyrazol-4-yl)phenyl)ethyl)-2-methyl-5-(1-methylpiperidin-4-yl)benzamide C(C)N1N=C(C=C1)C=1C=C(C=C(C1)C=1C=NN(C1)C)[C@@H](C)NC(C1=C(C=CC(=C1)C1CCN(CC1)C)C)=O